10-methoxy-10-oxodecanoic acid (monomethyl sebacate) CC(C(=O)O)CCCCCCCC(=O)O.COC(CCCCCCCCC(=O)O)=O